BrC=1C(=C(C=CC1)NC(=O)C=1N(C2=C(CN(CC2)C)N1)CC)Cl N-(3-bromo-2-chlorophenyl)-1-ethyl-5-methyl-4,5,6,7-tetrahydro-1H-imidazo[4,5-c]pyridine-2-carboxamide